C1(CC1)C1=C(C(=NO1)C1=C(C=CC=C1)OC(F)(F)F)COC1C[C@H]2CC[C@@H](C1)N2C2=CC=C(C=C2)C#CC(=O)OCC ethyl 3-(4-((1R,3R,5S)-3-((5-cyclopropyl-3-(2-(trifluoromethoxy)phenyl)isoxazol-4-yl)methoxy)-8-azabicyclo[3.2.1]octan-8-yl)phenyl)propiolate